ClC=1C=C(NC2(CCC3(C(CC4=CC=CC=C34)CCCOC=3C4=C(N=C(N3)C)CCC4C)CC2)C(=O)O)C=CC1 (1r,4r)-4-(3-chloroanilino)-2'-{3-[(2,5-dimethyl-6,7-dihydro-5H-cyclopenta[d]pyrimidin-4-yl)oxy]propyl}-2',3'-dihydrospiro[cyclohexane-1,1'-indene]-4-carboxylic acid